C(C1=CC=CC=C1)N1CC2=CC=CC=C2C2(CCCCC2)C1 2-benzyl-spiro[1,3-dihydroisoquinoline-4,1'-cyclohexane]